C(CCCCCCCCCCCCCCCCCCC)N1CCCCC1 eicosylpiperidine